FC=1C=CC2=C(C(NC=3CN(C[C@H](C23)N(C(=O)C=2NC3=CC=CC=C3C2)C)C)=O)C1 (S)-N-(8-fluoro-3-methyl-6-oxo-1,2,3,4,5,6-hexahydrobenzo[c][1,7]naphthyridin-1-yl)-N-methyl-1H-indole-2-carboxamide